NC(C(C1=NN=CC2=CC=CC=C12)NC(=O)[C@@H]1[C@H]2C([C@H]2CN1C([C@H](CC1CC1)NC(CC1CCOCC1)=O)=O)(C)C)=O (1R,2S,5S)-N-(2-amino-2-oxo-1-phthalazin-1-yl-ethyl)-3-[(2S)-3-cyclopropyl-2-[(2-tetrahydropyran-4-ylacetyl)amino]propanoyl]-6,6-dimethyl-3-azabicyclo[3.1.0]hexane-2-carboxamide